(1S,2S)-N-(6-(7-((1H-pyrrol-1-yl)methyl)-5-chloro-6-fluoro-1H-indazol-4-yl)imidazo[1,2-a]pyrazin-2-yl)-2-fluorocyclopropane-1-carboxamide N1(C=CC=C1)CC=1C(=C(C(=C2C=NNC12)C=1N=CC=2N(C1)C=C(N2)NC(=O)[C@H]2[C@H](C2)F)Cl)F